C(C1=CC=CC=C1)OC=1C=C(C2=C(C(=C(O2)C)C(=O)NC2CNCC2(F)F)C1)C 5-(benzyloxy)-N-(4,4-difluoropyrrolidin-3-yl)-2,7-dimethylbenzofuran-3-carboxamide